ClC1=CC=C(C=C1)C1=N[C@H](C=2N(C3=C1C(=C(S3)C)C)C(=NN2)C)CC(=O)NC2CCN(CC2)CCCNC(\C=C\C=2C=NC=CC2)=O (6S)-4-(4-chlorophenyl)-N-[1-[[[(2E)-3-(3-pyridinyl)-1-oxo-2-propen-1-yl]amino]propyl]piperidin-4-yl]-2,3,9-trimethyl-6H-thieno[3,2-f][1,2,4]triazolo[4,3-a][1,4]diazepine-6-acetamide